C(C)N1C=C(C2=C(C=CC=C12)CN1C[C@@H](N(C[C@H]1C)C1=CC(N(C=2C=CC(=NC12)C#N)C)=O)C)F 8-((2s,5r)-4-((1-ethyl-3-fluoro-1H-indol-4-yl)methyl)-2,5-dimethylpiperazin-1-yl)-5-methyl-6-oxo-5,6-dihydro-1,5-naphthyridine-2-carbonitrile